((2,4-Dimethoxybenzyl)amino)-1-isopropyl-1,2-dihydro-3H-pyrazolo[3,4-b]pyridin-3-one COC1=C(CNN2N(C3=NC=CC=C3C2=O)C(C)C)C=CC(=C1)OC